(S)-6-fluoro-5-(1-(2-fluorophenyl)ethyl)-3-((pyrimidin-5-ylmethyl)amino)-4H-benzo[e][1,2,4]thiadiazine 1,1-dioxide FC=1C=CC2=C(NC(=NS2(=O)=O)NCC=2C=NC=NC2)C1[C@@H](C)C1=C(C=CC=C1)F